(R)-5-chloro-2-(2-(difluoromethyl)morpholinyl)-6-methyl-N-(2-sulfamoylpyridin-4-yl)-nicotinamide ClC=1C(=NC(=C(C(=O)NC2=CC(=NC=C2)S(N)(=O)=O)C1)N1C[C@@H](OCC1)C(F)F)C